C(C)OC(=O)N1N=CC=C1 Pyrazole-2-carboxylic acid ethyl ester